(S)-1-methyl-2-((3-(2-oxo-1-(quinolin-3-yl)-1,2-dihydro-3H-imidazo[4,5-b]pyridin-3-yl)pyrrolidin-1-yl)methyl)-1H-imidazole-5-carboxylic acid tert-butyl ester C(C)(C)(C)OC(=O)C1=CN=C(N1C)CN1C[C@H](CC1)N1C(N(C=2C1=NC=CC2)C=2C=NC1=CC=CC=C1C2)=O